N-((1-Cyanopyrrolidin-3-yl)methyl)-4-(pyrrolidin-1-yl)picolinamid C(#N)N1CC(CC1)CNC(C1=NC=CC(=C1)N1CCCC1)=O